dimethyl-4,4'-biphenyl-diamine CC=1C(=C(C=CC1N)C1=CC=C(C=C1)N)C